4-[1,1-bis[4-hydroxy-3,5-bis(methoxymethyl)phenyl]ethyl]-2,6-bis(methoxymethyl)phenol OC1=C(C=C(C=C1COC)C(C)(C1=CC(=C(C(=C1)COC)O)COC)C1=CC(=C(C(=C1)COC)O)COC)COC